N1(CCCCC1)C1=C(C=C(C(=O)NC2=C(C(=O)O)C=CC=C2)C=C1)NC(=O)C1=NN(C2=CC=CC=C12)CC(F)(F)F 2-(4-(piperidin-1-yl)-3-(1-(2,2,2-trifluoroethyl)-1H-indazole-3-carboxamido)benzamido)benzoic acid